COC(=O)C=1C=NN(C1)C\C(=C\F)\CN.NCCCCCSC1=C2CN(C(C2=CC=C1)=O)C1C(NC(CC1)=O)=O 3-(4-((5-aminopentyl)thio)-1-oxoisoindolin-2-yl)piperidine-2,6-dione (E)-methyl-1-(2-(aminomethyl)-3-fluoroallyl)-1H-pyrazole-4-carboxylate